NN1C(C(C2=CC=C(C=C12)Cl)C)=O 1-amino-6-chloro-3-methyl-2,3-dihydro-1H-indol-2-one